C(C)(C)(C)C=1C=C(N(N1)C1=CC=C(C=C1)CCN(C)C)N 5-tert-butyl-2-[4-[2-(dimethylamino)ethyl]phenyl]pyrazol-3-amine